Methyl 2-(benzyloxycarbonylamino)-2-dimethoxyphosphoryl-acetate C(C1=CC=CC=C1)OC(=O)NC(C(=O)OC)P(=O)(OC)OC